Cl.Cl.O1C2C(NC(C1)=O)CNCC2 hexahydro-2H-pyrido[4,3-b][1,4]oxazin-3(4H)-one dihydrochloride